l-4,4,5,5-tetramethyl-2-((1R,2S)-2-methylcyclopropyl)-1,3,2-dioxaborolane CC1(OB(OC1(C)C)[C@H]1[C@H](C1)C)C